C(C)OC(=O)C=1C(C=C2N(C(CC3=CC(=C(C=C23)C=2SC=CN2)O)C(C)C)C1)=O 9-hydroxy-6-isopropyl-2-oxo-10-(thiazol-2-yl)-6,7-dihydro-2H-pyrido[2,1-a]isoquinoline-3-carboxylic acid ethyl ester